(E)-3-[(5S,7S)-7-fluoro-5-phenyl-6,7-dihydro-5H-pyrrolo[1,2-b][1,2,4]triazol-2-yl]prop-2-enal F[C@H]1C[C@H](N2N=C(N=C21)/C=C/C=O)C2=CC=CC=C2